CC1=CC2=C(NC=N2)C=C1C(=O)N[C@H](C)C1=CC=CC2=CC=CC=C12 (R)-5-Methyl-N-(1-(naphthalen-1-yl)ethyl)-1H-benzo[d]imidazole-6-carboxamide